1-(1,5-dimethyl-1H-pyrazol-4-yl)ethan-1-one CN1N=CC(=C1C)C(C)=O